(1-(((2-chloro-5-(1-(difluoromethyl)-1H-pyrazol-3-yl)pyridin-4-yl)amino)methyl)cyclobutyl)methanol ClC1=NC=C(C(=C1)NCC1(CCC1)CO)C1=NN(C=C1)C(F)F